7-fluoro-8-(4-(4-(6-fluorobenzo[d]isoxazol-3-yl)piperidin-1-yl)butoxy)-5,6-dihydro-1H-pyrrolo[3,2,1-ij]quinolin-4(2H)-one FC1=C2CCC(N3C2=C(C=C1OCCCCN1CCC(CC1)C1=NOC2=C1C=CC(=C2)F)CC3)=O